5-Methyl-2-(3-methylcyclohex-2-en-1-yl)benzene-1,3-diol CC=1C=C(C(=C(C1)O)C1C=C(CCC1)C)O